3-(4-methyl-piperazin-1-yl)-1-[(3S,5S)-3-methyl-5-(8-trifluoromethyl-quinolin-5-yl)-piperidin-1-yl]-propan-1-one CN1CCN(CC1)CCC(=O)N1C[C@H](C[C@H](C1)C1=C2C=CC=NC2=C(C=C1)C(F)(F)F)C